NC1=NC=2C=CC(=CC2C2=C1COC2)C(=O)N([C@H](C)C2=NC=CC=N2)CC2=NC=C(C=C2)C#N 4-amino-N-((5-cyano-2-pyridinyl)methyl)-N-((1R)-1-(2-pyrimidinyl)ethyl)-1,3-dihydrofuro[3,4-c]quinoline-8-carboxamide